5-decynediol C(CCCC#CCCCC)(O)O